Cl.FC(CC1CNC1)(C)F 3-(2,2-difluoropropyl)azetidine hydrochloride